(2S,4R)-4-fluoro-N-[(R) or (S)-[3-fluoro-4-(propan-2-yl)phenyl](1H-pyrazol-5-yl)methyl]-1-[2-(1H-1,2,3-triazol-5-yl)acetyl]pyrrolidine-2-carboxamide F[C@@H]1C[C@H](N(C1)C(CC1=CN=NN1)=O)C(=O)N[C@@H](C1=CC=NN1)C1=CC(=C(C=C1)C(C)C)F |o1:17|